C(C)N1C[C@@H](CCC1)C1=NN(C2=CN=NC(=C21)N)C [(3R)-1-ethyl-3-piperidyl]-1-methyl-pyrazolo[3,4-d]pyridazin-4-amine